tert-butyl (R)-2-(bromomethyl)azetidine-1-carboxylate BrC[C@@H]1N(CC1)C(=O)OC(C)(C)C